5-(N-(2-(4-(5-bromothiophene-2-carbonyl)piperazin-1-yl)phenyl)-N-phenethylsulfamoyl)-3-methylbenzofuran-2-carboxylic acid ethyl ester C(C)OC(=O)C=1OC2=C(C1C)C=C(C=C2)S(N(CCC2=CC=CC=C2)C2=C(C=CC=C2)N2CCN(CC2)C(=O)C=2SC(=CC2)Br)(=O)=O